[N+](=[N-])=CC(=O)[O-] Diazoacetat